N1(CC2(CC1)CNC1=C(O2)C=CC=N1)C(=O)OC(C)(C)C tert-butyl 3,4-dihydrospiro[pyrido[3,2-b][1,4]oxazine-2,3'-pyrrolidine]-1'-carboxylate